tert-butyl (R)-2-(((5-cyclohexylpyridin-2-yl)methyl)(pyridin-3-yl)carbamoyl)azetidine-1-carboxylate C1(CCCCC1)C=1C=CC(=NC1)CN(C(=O)[C@@H]1N(CC1)C(=O)OC(C)(C)C)C=1C=NC=CC1